(R)-1-(2-(1H-indol-2-yl)ethyl)-7-ethoxy-6-methoxy-3,4-dihydroisoquinoline-2(1H)-formaldehyde N1C(=CC2=CC=CC=C12)CC[C@H]1N(CCC2=CC(=C(C=C12)OCC)OC)C=O